C(C)(C)(C)OC(=O)N1[C@@H]2[C@@H](C(C[C@H]1CC2)N(C2CC2)C2=NC=C(N=C2)Br)F (1S,2R,5R)-3-((5-bromopyrazin-2-yl)(cyclopropyl)amino)-2-fluoro-8-azabicyclo[3.2.1]octane-8-carboxylic acid tert-butyl ester